CN1C(CCCC1)C1=CC=C(C=C1)B1OC(C(O1)(C)C)(C)C 1-methyl-2-(4-(4,4,5,5-tetramethyl-1,3,2-dioxaborolan-2-yl)phenyl)piperidine